C(C)(CCCCCCCCCCCCC)O secpentadecanol